3-(4-nitrophenyl)-3,8-diazabicyclo[3.2.1]octane trifluoroacetate FC(C(=O)O)(F)F.[N+](=O)([O-])C1=CC=C(C=C1)N1CC2CCC(C1)N2